FC(C=1C=CC(=NC1)CNNC(C(F)(F)F)C)(F)F 5-(trifluoromethyl)-2-((2-(1,1,1-trifluoropropan-2-yl)hydrazineyl)methyl)pyridine